6-acetyl-3-amino-4-(7-chloro-1H-indazol-4-yl)-1H-quinolin-2-one C(C)(=O)C=1C=C2C(=C(C(NC2=CC1)=O)N)C1=C2C=NNC2=C(C=C1)Cl